1-acetonyl-3,4,5-trinitropyrazole C(C(=O)C)N1N=C(C(=C1[N+](=O)[O-])[N+](=O)[O-])[N+](=O)[O-]